tert-butyl (4aS,7aR)-4a-(((7-chloro-8-fluoro-4-((S)-6-hydroxy-6-methyl-1,4-oxazepan-4-yl)pyrido[4,3-d]pyrimidin-2-yl)oxy)methyl)octahydro-1H-cyclopenta[b]pyridine-1-carboxylate ClC1=C(C=2N=C(N=C(C2C=N1)N1CCOC[C@@](C1)(C)O)OC[C@]12[C@H](N(CCC1)C(=O)OC(C)(C)C)CCC2)F